FC1=CC=C(C=C1)C(N1C[C@@H](N(C[C@H]1C)C1=C(C(N(C2=CC=CN=C12)C)=O)C#N)C)C1=CC=C(C=C1)F 4-((2S,5r)-4-(bis(4-fluorophenyl)methyl)-2,5-dimethylpiperazin-1-yl)-1-methyl-2-oxo-1,2-dihydro-1,5-naphthyridine-3-carbonitrile